NC([C@H](CC1=CNC2=CC=CC=C12)NC(CNC(CNC(CN1CCN(CCN(CC1)CC(=O)[O-])CC(=O)[O-])=O)=O)=O)=O.[Sc+3].NC([C@H](CC1=CNC2=CC=CC=C12)NC(CNC(CNC(CN1CCN(CCN(CC1)CC(=O)[O-])CC(=O)[O-])=O)=O)=O)=O.NC([C@H](CC1=CNC2=CC=CC=C12)NC(CNC(CNC(CN1CCN(CCN(CC1)CC(=O)[O-])CC(=O)[O-])=O)=O)=O)=O.[Sc+3] Scandium (S)-2,2'-(7-(2-((2-((2-((1-amino-3-(1H-indol-3-yl)-1-oxopropan-2-yl)amino)-2-oxoethyl)amino)-2-oxoethyl)amino)-2-oxoethyl)-1,4,7-triazonane-1,4-diyl)diacetate